4-(2-Acetaminopyrimidin-5-yl)pyridine N(C(=O)C)C1=NC=C(C=N1)C1=CC=NC=C1